[2,6-bis[4-(S)-isopropyl-2-oxazolyl]-4-nitropyridine] cobalt [Co].C(C)(C)C=1N=C(OC1)C1=NC(=CC(=C1)[N+](=O)[O-])C=1OC=C(N1)C(C)C